NC1=CC(=C2C(N(CCCCC[C@@](C3=NN=C(C1=N2)O3)(C(F)(F)F)O)CC3=CC(=CC=C3)Br)=O)C(F)(F)F (6R)-17-amino-12-[(3-bromophenyl)methyl]-6-hydroxy-6,15-bis(trifluoromethyl)-19-oxa-3,4,12,18-tetrazatricyclo[12.3.1.12,5]nonadeca-1(18),2,4,14,16-pentaen-13-one